BrC1=C(C(=O)OCC)C=CC(=N1)C(F)(F)F ethyl 2-bromo-6-(trifluorometh-yl)nicotinate